6'-((6-aminopyrimidin-4-yl)amino)-8'-methyl-2'H-spiro[cyclohexane-1,3'-imidazo[1,5-a]pyridine]-1',5'-dione hydrochloride Cl.NC1=CC(=NC=N1)NC1=CC(=C2N(C1=O)C1(NC2=O)CCCCC1)C